2,3-dicarboxyl-naphthalene C(=O)(O)C1=CC2=CC=CC=C2C=C1C(=O)O